ethyl 2-cyclopropyl-5-(trifluoromethyl)pyrazole-3-carboxylate C1(CC1)N1N=C(C=C1C(=O)OCC)C(F)(F)F